2,3-dichloro-dibenzo[f,h]quinoxaline ClC1=NC2=C3C(=C4C(=C2N=C1Cl)C=CC=C4)C=CC=C3